5-chloro-2-methyl-6-difluoromethylpyrimidin-4-amine ClC=1C(=NC(=NC1C(F)F)C)N